FC1=CC=C(C=C1)CC(=O)N1C[C@@H](CC[C@@H]1C)C(=O)OC Methyl (3R,6S)-1-(2-(4-fluorophenyl)acetyl)-6-methylpiperidine-3-carboxylate